tert-butyl 2-(5-((2,8-dimethylimidazo{1,2-a}pyrazin-6-yl) carbamoyl)-4-ethoxypyrimidin-2-yl)-2,7-diazaspiro[3.5]nonane-7-carboxylate CC=1N=C2N(C=C(N=C2C)NC(=O)C=2C(=NC(=NC2)N2CC3(C2)CCN(CC3)C(=O)OC(C)(C)C)OCC)C1